FC=1C=NC=CC1C1=NC=C(C=C1CO)[N+](=O)[O-] (3'-fluoro-5-nitro-[2,4'-bipyridyl]-3-yl)methanol